FC=1C(=C(C=CC1F)[C@H]1[C@H](O[C@]([C@@H]1C)(C(F)(F)F)C)C(=O)NC1=C(C(=NC=C1)C(=O)N)F)OC 4-[[(2S,3S,4R,5R)-3-(3,4-Difluoro-2-methoxy-phenyl)-4,5-dimethyl-5-(trifluoromethyl)tetrahydrofuran-2-carbonyl]amino]-3-fluoro-pyridin-2-carboxamid